bis[4-(dipropylsilyl) phenyl] ethylene (3S)-3-({N-[(4-Methoxy-1H-indol-2-yl)carbonyl]-L-leucyl}amino)-2-oxo-4-[(3S)-2-oxopyrrolidin-3-yl]butyl propan-2-yl carbonate C(OCC([C@H](C[C@H]1C(NCC1)=O)NC([C@@H](NC(=O)C=1NC2=CC=CC(=C2C1)OC)CC(C)C)=O)=O)(OC(C)C)=O.C(CC)[SiH](C1=CC=C(C=C1)C=CC1=CC=C(C=C1)[SiH](CCC)CCC)CCC